COC=1C=C(C=CC1OC)C=1NC2=CC=C(C=C2C1C(C)C)NC1CCC(CC1)N1CCN(CC1)C 2-(3,4-dimethoxyphenyl)-3-isopropyl-N-(4-(4-methylpiperazin-1-yl)cyclohexyl)-1H-indol-5-amine